F[C@@H]1C[C@@]2(CCCN2C1)COC=1N=C2C=3C(=NC=CC3N1)OCCC1(N2C)CCC1 2'-(((2R,7aS)-2-fluorotetrahydro-1H-pyrrolizin-7a(5H)-yl)methoxy)-11'-methyl-8',9'-dihydro-11'H-7'-oxa-1',3',6',11'-tetraazaspiro[cyclobutane-1,10'-cycloocta[de]naphthalen]